Ethyl (1R*,2R*)-2-(5-chlorothiophen-2-yl)cyclopropane-1-carboxylate ClC1=CC=C(S1)[C@H]1[C@@H](C1)C(=O)OCC |o1:6,7|